ClC=1C=C(C=CC1Cl)C1=CC=C(C=C1)B(O)O 3',4'-DICHLORO-4-BIPHENYLBORONIC ACID